bromo-5'-fluoro-2-hydroxy-2'-(hydroxymethyl)-[1,1'-biphenyl]-4-carbonitrile BrC=1C(=C(C=CC1C#N)C1=C(C=CC(=C1)F)CO)O